methyl (S)-2-cyclobutyl-2-((4-(trifluoromethyl)benzyl)amino)acetate C1(CCC1)[C@@H](C(=O)OC)NCC1=CC=C(C=C1)C(F)(F)F